3-[2-[4-(8-chloro-4-oxo-chromen-2-yl)phenoxy]ethoxy]propionic acid ClC=1C=CC=C2C(C=C(OC12)C1=CC=C(OCCOCCC(=O)O)C=C1)=O